OC1=C(C2=CC(=CC=C2C=C1)OC)C=O 2-hydroxy-7-methoxy-1-naphthaleneformaldehyde